Pentamethylcyclopentadienyl-dimethyl-(1-methyl-3,6,7,8-tetrahydro-as-indacenyl)hafnium CC1=C(C(=C(C1([Hf](C1=C(C2=C3CCCC3=CC=C2C1)C)(C)C)C)C)C)C